Benzyl 3-((2-sulfamoylethyl)amino)propanoate S(N)(=O)(=O)CCNCCC(=O)OCC1=CC=CC=C1